BrC1=CC(=C(OC2=NC=C(C(=C2)S(=O)(=O)NC2CC(C2)(C)C)OC)C(=C1)Cl)Cl 2-(4-bromo-2,6-dichloro-phenoxy)-N-(3,3-dimethylcyclobutyl)-5-methoxy-pyridine-4-sulfonamide